(1-(benzo[d][1,3]dioxol-5-yl)propan-2-yl)-4-methylbenzenesulfonamide O1COC2=C1C=CC(=C2)CC(C)C2=C(C=CC(=C2)C)S(=O)(=O)N